C(C1=CC=CC=C1)N1C(COC(C1)C1=NC=C(C=C1)F)=O 4-benzyl-6-(5-fluoro-2-pyridyl)morpholin-3-one